4-(2,6-diphenylpyrimidin-4-yl)-2,3,5,6-tetrakis(9H-pyrido[3,4-b]indol-9-yl)benzonitrile C1(=CC=CC=C1)C1=NC(=CC(=N1)C1=C(C(=C(C#N)C(=C1N1C2=C(C3=CC=CC=C13)C=CN=C2)N2C1=C(C3=CC=CC=C23)C=CN=C1)N1C2=C(C3=CC=CC=C13)C=CN=C2)N2C1=C(C3=CC=CC=C23)C=CN=C1)C1=CC=CC=C1